N-(2-(4,4-difluorocyclohexyl)-4-(2,5-difluorophenyl)pyridin-3-yl)-2-(1-(difluoromethyl)-2-azabicyclo[2.1.1]hexan-2-yl)pyrimidine-5-carboxamide FC1(CCC(CC1)C1=NC=CC(=C1NC(=O)C=1C=NC(=NC1)N1C2(CC(C1)C2)C(F)F)C2=C(C=CC(=C2)F)F)F